3-((5-chloro-2-((2-(difluorometh-oxy)-4-(9-methyl-3,9-diazaspiro-[5.5]undecan-3-yl)phenyl)amino)-pyrimidin-4-yl)amino)thiophene-2-carboxamide ClC=1C(=NC(=NC1)NC1=C(C=C(C=C1)N1CCC2(CC1)CCN(CC2)C)OC(F)F)NC2=C(SC=C2)C(=O)N